5-(3-bromo-2-fluorophenoxy)-3-fluoro-2-(4-fluorophenyl)pentan-2-ol BrC=1C(=C(OCCC(C(C)(O)C2=CC=C(C=C2)F)F)C=CC1)F